COC(=O)N1CCN(CC1)C(=O)C1CC2(C1)CC(C2)NC(=O)NCC2=CC=C(C=C2)Cl 4-(6-(3-(4-chlorobenzyl)ureido)spiro[3.3]heptane-2-carbonyl)piperazine-1-carboxylic acid methyl ester